O.O.Cl Monohydrochlorid-Dihydrat